2-(4-Hydroxy-3-nitrophenyl)-4,7-dimethyl-5,6-diphenyl-1H-isoindole-1,3(2H)-dione OC1=C(C=C(C=C1)N1C(C2=C(C(=C(C(=C2C1=O)C)C1=CC=CC=C1)C1=CC=CC=C1)C)=O)[N+](=O)[O-]